FC(C=1C=C(C=C)C=C(C1)C(F)(F)F)(F)F 3,5-bistrifluoromethyl-styrene